N=1C=CN2C1C=CC(=C2)COC2=CC=CC(=N2)C2CCN(CC2)CC2=NC1=C(N2C[C@H]2OCC2)C=C(C=C1)C(=O)[O-] (S)-2-((4-(6-(imidazo[1,2-a]pyridin-6-ylmethoxy)pyridin-2-yl)piperidin-1-yl)methanyl)-1-(oxetan-2-ylmethyl)-1H-benzo[d]imidazole-6-carboxylate